FC1=CC=C2C(=N1)OCC=1C=C(C(=CC12)F)C=1C=NN(C1)C1OCCCC1 3,9-difluoro-8-(1-(tetrahydro-2H-pyran-2-yl)-1H-pyrazol-4-yl)-6H-isochromeno[3,4-b]pyridine